7-amino-8-bromo-4-(cyclopropylmethyl)-3,4-dihydro-2H-benzo[b][1,4]oxazine-6-carboxylic acid NC=1C(=CC2=C(OCCN2CC2CC2)C1Br)C(=O)O